ClC=1C(=NC=CC1)C(=O)NCC=1OC(=NN1)C 3-chloro-N-((5-methyl-1,3,4-oxadiazol-2-yl)methyl)pyridineamide